CC=1C=C2C=CC=CC2=CC1 6-methylnaphthalen